FC1=C(C=CC2=C1N=CS2)NC2=C1C(=NC=C2)SC(=C1)C1C(N(CC1)C(=O)OCC1=CC=CC=C1)C benzyl 3-(4-((4-fluorobenzo[d]thiazol-5-yl) amino) thieno[2,3-b]pyridin-2-yl)-2-methylpyrrolidine-1-carboxylate